ClC=1C=C(C=C(C1O)F)C=1N=C2C(=C(C=NC2=CC1)C(C)=O)NC=1C=NC(=CC1)OCCN(C)C 1-(6-(3-chloro-5-fluoro-4-hydroxyphenyl)-4-((6-(2-(dimethylamino)ethoxy)pyridin-3-yl)amino)-1,5-naphthyridin-3-yl)ethanone